3-{[2-(4-chloro-2-cyanophenyl)-2-azaspiro[3.3]heptan-6-yl]oxy}-N-[(3R)-1-methylpyrrolidin-3-yl]-6-(1-methyl-1H-pyrrol-2-yl)pyridine-2-carboxamide ClC1=CC(=C(C=C1)N1CC2(C1)CC(C2)OC=2C(=NC(=CC2)C=2N(C=CC2)C)C(=O)N[C@H]2CN(CC2)C)C#N